NC1=C(SC2=NC(=CC=C21)C)C(=O)NC2COC1=CC(=CC=C1C2)N2CCN(CC2)C(=O)OC(C)(C)C tert-Butyl 4-(3-(3-amino-6-methylthieno[2,3-b]pyridine-2-carboxamido)chroman-7-yl)piperazine-1-carboxylate